1-[(cis)-3-hydroxy-3-methylcyclobutyl]-6-(4,4,5,5-tetramethyl-1,3,2-dioxaborolan-2-yl)-4-(trifluoromethyl)-1,2-dihydro-1,8-naphthyridin-2-one OC1(CC(C1)N1C(C=C(C2=CC(=CN=C12)B1OC(C(O1)(C)C)(C)C)C(F)(F)F)=O)C